4-(((1r,4r)-4-(3-(3-fluoro-4-(trifluoromethoxy)phenyl)ureido)cyclohexyl)oxy)benzamide FC=1C=C(C=CC1OC(F)(F)F)NC(NC1CCC(CC1)OC1=CC=C(C(=O)N)C=C1)=O